6-[8-(1,3-benzothiazol-2-ylcarbamoyl)-3,4-dihydroisoquinolin-2(1H)-yl]-3-[3-(cyclohexyloxy)-2-fluorophenyl]pyridine-2-carboxylic acid tert-butyl ester C(C)(C)(C)OC(=O)C1=NC(=CC=C1C1=C(C(=CC=C1)OC1CCCCC1)F)N1CC2=C(C=CC=C2CC1)C(NC=1SC2=C(N1)C=CC=C2)=O